3-[(3-fluoro-2-methoxyphenyl)amino]-2-[7-methoxy-6-(piperidin-4-yloxy)-1,5-naphthyridin-4-yl]-1H,5H,6H,7H-pyrrolo[3,2-c]pyridin-4-one FC=1C(=C(C=CC1)NC1=C(NC2=C1C(NCC2)=O)C2=CC=NC1=CC(=C(N=C21)OC2CCNCC2)OC)OC